di(trimethylsilyl) monofluorophosphate P(=O)(O[Si](C)(C)C)(O[Si](C)(C)C)F